C(C)(C)(C)C1(C(C=CC=C1)N=C=N)C(C)(C)C 2,2-di-tert-butylphenylcarbodiimide